N-(4-((2-(1,1-difluoroethyl)-6-methylpyrimidin-4-yl)amino)-5-((3-methylisoxazol-4-yl)methoxy)pyridin-2-yl)acetamide FC(C)(F)C1=NC(=CC(=N1)NC1=CC(=NC=C1OCC=1C(=NOC1)C)NC(C)=O)C